5-cyclopropyl-4-[3-(trifluoromethyl)-7,8-dihydro-5H-1,6-naphthyridin-6-yl]thieno[2,3-d]pyrimidine C1(CC1)C1=CSC=2N=CN=C(C21)N2CC=1C=C(C=NC1CC2)C(F)(F)F